(2,6-Dioxopiperidin-3-yl)-5-((6-(4-fluoro-4-phenylpiperidin-1-yl)-6-oxohexyl)amino)isoindoline-1,3-dione O=C1NC(CCC1N1C(C2=CC=C(C=C2C1=O)NCCCCCC(=O)N1CCC(CC1)(C1=CC=CC=C1)F)=O)=O